CNC1=NC=NC=N1 N-methyl-1,3,5-triazin-2-amine